N-[(2S,3R,4S)-2-[(2,2'-difluoro[1,1'-biphenyl]-3-yl)methyl]-4-fluoro-1-(oxetane-2-carbonyl)pyrrolidin-3-yl]ethanesulfonamide FC1=C(C=CC=C1C[C@@H]1N(C[C@@H]([C@@H]1NS(=O)(=O)CC)F)C(=O)C1OCC1)C1=C(C=CC=C1)F